The molecule is a steroid acid anion that is the conjugate base of (2Z,10Z)-3-hydroxy-5,17-dioxo-4,5-secoestra-2,10-diene-3-oic acid, obtained by deprotonation of the carboxy group; major species at pH 7.3. A meta-cleavage metabolite in the estrogen degradation pathway. It has a role as a bacterial metabolite. It is a conjugate base of a (2Z,10Z)-3-hydroxy-5,17-dioxo-4,5-secoestra-2,10-diene-3-oic acid. C[C@]12CC[C@H]\\3[C@H]([C@@H]1CCC2=O)CCC(=O)/C3=C\\C=C(\\C(=O)O)/[O-]